NCC=1C=C2CN(C(C2=CC1)=O)N1C(NC(CC1)=O)=O (5-(aminomethyl)-1-oxoisoindolin-2-yl)dihydropyrimidine-2,4(1H,3H)-dione